FC1=C2C=CC=NC2=CC=C1NC1=NC=NC2=CC(=CC(=C12)O[C@H](C)[C@@H]1COCC1)C=1C=NN(C1)C N-(5-fluoroquinolin-6-yl)-7-(1-methyl-1H-pyrazol-4-yl)-5-((R)-1-((S)-tetrahydrofuran-3-yl)ethoxy)quinazolin-4-amine